l-rhamnopyranosyl-(1→2) β-D-fucopyranoside O([C@H]1[C@H](O)[C@@H](O)[C@@H](O)[C@H](O1)C)C1[C@H](O)[C@H](O)[C@@H](O)[C@@H](O1)C